4-((4-(4-((1r,3r)-3-hydroxy-3-methylcyclobutyl)-1H-pyrazol-1-yl)-5-(trifluoromethyl)pyrimidin-2-yl)amino)-N-methylbenzenesulfonamide OC1(CC(C1)C=1C=NN(C1)C1=NC(=NC=C1C(F)(F)F)NC1=CC=C(C=C1)S(=O)(=O)NC)C